allylisopropylacetylcarbamide CC(C)C(CC=C)C(=O)NC(=O)N